1-methyl-4-methyl-1,4-diazacycloheptane CN1CCN(CCC1)C